6-chloro-4-(4-(5-fluoro-7-hydroxy-2,3-dihydro-1H-inden-1-yl)piperazin-1-yl)-1-methyl-2-oxo-1,2-dihydro-1,5-naphthyridine-3-carbonitrile ClC=1N=C2C(=C(C(N(C2=CC1)C)=O)C#N)N1CCN(CC1)C1CCC2=CC(=CC(=C12)O)F